[Li].[Al].CN(CCN)C N,N-dimethyl-ethylenediamine aluminum compound with lithium